FC(CCCCCCC)S fluoro-octanethiol